1-(2,6-difluorophenyl)pyrimidin-2-amine FC1=C(C(=CC=C1)F)N1C(N=CC=C1)N